The molecule is an amino disaccharide consisting of beta-D-galactose having an N-acetyl-alpha-D-galactosaminyl residue attached at the 2-position. It is an amino disaccharide and a glycosylgalactose derivative. CC(=O)N[C@@H]1[C@H]([C@H]([C@H](O[C@@H]1O[C@@H]2[C@H]([C@H]([C@H](O[C@H]2O)CO)O)O)CO)O)O